9-(3-(7-(4-(2-((Tert-butyldimethylsilyl)oxy)ethyl)piperazin-1-yl)-2-methyl-3-phenylpyrazolo[1,5-a]pyrimidin-5-yl)phenyl)non-8-yn-1-ol [Si](C)(C)(C(C)(C)C)OCCN1CCN(CC1)C1=CC(=NC=2N1N=C(C2C2=CC=CC=C2)C)C=2C=C(C=CC2)C#CCCCCCCCO